N1=CC=C(C=C1)N1C=CN2C1=NC(=CC2=O)C(F)(F)F 1-(pyridin-4-yl)-7-(trifluoromethyl)-1H,5H-imidazo[1,2-a]pyrimidin-5-one